6-((Benzyloxy)carbamoyl)picolinic acid C(C1=CC=CC=C1)ONC(=O)C1=CC=CC(=N1)C(=O)O